2-(pyridin-4-yl)pent-4-enoic acid ethyl ester C(C)OC(C(CC=C)C1=CC=NC=C1)=O